6-((oxetan-2-ylmethyl)amino)picolinic acid methyl ester COC(C1=NC(=CC=C1)NCC1OCC1)=O